COC=1C(=CC(=C(C1)N1CCC(CC1)N1CCN(CC1)C)C)[N+](=O)[O-] 1-(1-(5-methoxy-2-methyl-4-nitrophenyl)piperidin-4-yl)-4-methylpiperazine